O=CC1=CC(OCC)=C(O)C=C1 ethylvanillin